C(C)(C)(C)N1CCC(CC1)OCC1=NC(=NO1)C1=CC=NC=C1 Tert-butyl-4-((3-(pyridin-4-yl)-1,2,4-oxadiazol-5-yl)methoxy)piperidine